5-(7-chloroimidazo[1,2-a]pyridin-2-yl)-2,4-dihydro-3H-1,2,4-triazole-3-thione ClC1=CC=2N(C=C1)C=C(N2)C=2NC(NN2)=S